5-fluoro-1-((2r,4s,5r)-4-hydroxy-5-(hydroxymethyl)tetrahydrofuran-2-yl)pyrimidine-2,4(1h,3h)-dione FC=1C(NC(N(C1)[C@@H]1O[C@@H]([C@H](C1)O)CO)=O)=O